(2R)-2-(6-{5-chloro-2-[(oxan-4-yl)amino]pyrimidin-4-yl}-1-oxo-2,3-dihydro-1H-isoindol-2-yl)-N-[(1R)-1-{2-[(3R)-3-(dimethylamino)pyrrolidin-1-yl]pyridin-4-yl}ethyl]propanamide ClC=1C(=NC(=NC1)NC1CCOCC1)C1=CC=C2CN(C(C2=C1)=O)[C@@H](C(=O)N[C@H](C)C1=CC(=NC=C1)N1C[C@@H](CC1)N(C)C)C